N-methyl-N-(8-methyl-1,4-dioxaspiro[4.5]decan-8-yl)benzamide CN(C(C1=CC=CC=C1)=O)C1(CCC2(OCCO2)CC1)C